C(=O)C=1SC=CC1NC(OC(C)(C)C)=O tert-Butyl (2-formylthiophen-3-yl)carbamate